N1(CCCCC1)C(=O)C=1C=NN2C1C=CC=C2C=2C=C(C(=O)OC)C=CC2 methyl 3-(3-(piperidine-1-carbonyl)pyrazolo[1,5-a]pyridin-7-yl)benzoate